5-(3-(5-fluoro-2-methoxypyridin-3-yl)morpholino)pyrazolo[1,5-a]pyrimidine-3-carboxylic acid FC=1C=C(C(=NC1)OC)C1COCCN1C1=NC=2N(C=C1)N=CC2C(=O)O